7-carboxyadamantane C(=O)(O)C12CC3CC(CC(C1)C3)C2